calcium phosphonate P([O-])([O-])=O.[Ca+2]